(E)-1-(3-(4-(3,5-dimethoxyphenyl)phenoxy)propyl)-1H-pyrrole COC=1C=C(C=C(C1)OC)C1=CC=C(OCCCN2C=CC=C2)C=C1